O=C(CCOCCN1C(C=CC2=C1C=NNC2=O)=O)N2CCN(CC2)C2=NC=C(C=N2)C(F)(F)F 1-(2-(3-oxo-3-(4-(5-(trifluoromethyl)pyrimidin-2-yl)piperazin-1-yl)propoxy)ethyl)pyrido[2,3-d]pyridazine-2,5(1H,6H)-dione